CC(C(S)C1OCCC(C1)C)C 2-Methyl-1-(4-methyltetrahydropyran-2-yl)propane-1-thiol